N-(1-(1-(4-Cyano-3-cyclopropylbenzoyl)-1,8-diazaspiro[4.5]decane-8-carbonyl)-1H-pyrazol-3-yl)acetamide C(#N)C1=C(C=C(C(=O)N2CCCC23CCN(CC3)C(=O)N3N=C(C=C3)NC(C)=O)C=C1)C1CC1